NC1=C(C(=O)O)C=C(C(=N1)OC)Cl 2-amino-5-chloro-6-methoxynicotinic Acid